C(CCCCCC)OCOCCCC(CC(CC(CC(CCC)C)C)C)C 4,6,8,10-tetramethyltridecyl heptyloxymethyl ether